S(=O)(=O)(C1=CC=C(C)C=C1)N1C(CC2=CC=CC=C12)C(=O)NCCCCCC(=O)OC methyl 6-(1-tosylindoline-2-carboxamido)hexanoate